vinylpropionic acid C(=C)C(C(=O)O)C